2-amino-4-(2-furyl)-6-methylsulfonyl-pyrimidine-5-carbonitrile NC1=NC(=C(C(=N1)C=1OC=CC1)C#N)S(=O)(=O)C